4-(1-ethoxy-vinyl)-3,3,5,5-tetramethylcyclohexanone C(C)OC(=C)C1C(CC(CC1(C)C)=O)(C)C